OC1=C(C=C(C=C1)C=C1OC2=C(C1=O)C(=CC(=C2)O)O)[O-] 2-hydroxy-5-[(4,6-dihydroxy-3-oxo-1-benzofuran-2-ylidene)methyl]phenolate